NC1=CC=CC(=N1)S(=O)(=O)NC(=O)C=1C(=NC(=CC1)C1=CC(=NC(=C1)C)OC)N1C(C[C@@H](C1)C)(C)C N-[(6-Amino-2-pyridyl)sulfonyl]-6-(2-methoxy-6-methyl-4-pyridyl)-2-[(4S)-2,2,4-trimethylpyrrolidin-1-yl]pyridin-3-carboxamid